7,7-dimethyl-4-(5-methyl-1H-pyrazolo[3,4-b]pyridin-4-yl)-2-(2-(2-propenoyl)-2,6-diazaspiro[3.4]octan-6-yl)-5,6,7,8-tetrahydro-3-quinolinecarbonitrile CC1(CCC=2C(=C(C(=NC2C1)N1CC2(CN(C2)C(C=C)=O)CC1)C#N)C1=C2C(=NC=C1C)NN=C2)C